2',8'-dimethylspiro[cyclopentane-1,6'-pyrrolo[3,2-g]quinazolin]-7'(8'H)-one CC1=NC2=CC3=C(C=C2C=N1)C1(C(N3C)=O)CCCC1